(2-azabicyclo[2.1.1]hex-4-yl)-5-(piperidin-1-ylmethyl)-5,6-dihydro-1,4,2-dioxazine C12NCC(C1)(C2)C2=NOCC(O2)CN2CCCCC2